(3R)-1-(7-bromo-2'-(methylthio)-3,4,5',8'-tetrahydro-2H-spiro[naphthalene-1,7'-pyrano[4,3-d]pyrimidin]-4'-yl)-3-methylpiperidin-3-ol BrC1=CC=C2CCCC3(CC=4N=C(N=C(C4CO3)N3C[C@@](CCC3)(O)C)SC)C2=C1